ClC1=NC(=NC(=N1)C(C)C)NCC=1C(=NOC1C1=CC=C(C(=N1)C)O[C@@H]1C[C@H](CCC1)C(=O)OC(C)C)C isopropyl (1S,3S)-3-((6-(4-(((4-chloro-6-isopropyl-1,3,5-triazin-2-yl)amino)methyl)-3-methylisoxazol-5-yl)-2-methylpyridin-3-yl)oxy)cyclohexane-1-carboxylate